2,3-dimethylbenzothiazole CC1SC2=C(N1C)C=CC=C2